1,3-diisopropyl-imidazole chloride salt [Cl-].C(C)(C)N1CN(C=C1)C(C)C